7-[(Z)-non-3-enoxy]-7-oxo-heptanoic acid C(C\C=C/CCCCC)OC(CCCCCC(=O)O)=O